tert-butyl(((S)-2-((3E,7E)-12,12-difluoro-4,8-dimethyldodeca-3,7,11-trien-1-yl)-2,5,7,8-tetramethylchroman-6-yl)oxy)dimethylsilane C(C)(C)(C)[Si](C)(C)OC=1C(=C2CC[C@](OC2=C(C1C)C)(C)CC\C=C(\CC\C=C(\CCC=C(F)F)/C)/C)C